5-(5-benzhydryl-2,5-diazabicyclo[2.2.2]oct-2-yl)-2-(2,6-dioxopiperidin-3-yl)isoindoline-1,3-dione C(C1=CC=CC=C1)(C1=CC=CC=C1)N1C2CN(C(C1)CC2)C=2C=C1C(N(C(C1=CC2)=O)C2C(NC(CC2)=O)=O)=O